(S)-2-((((9H-fluoren-9-yl)methoxy)carbonyl)amino)-3-(4-fluoro-3-iodophenyl)propanoic acid C1=CC=CC=2C3=CC=CC=C3C(C12)COC(=O)N[C@H](C(=O)O)CC1=CC(=C(C=C1)F)I